ClS(Cl)(=O)=O dichlorosulfur dioxide